N-(2-(1-(3-((2,6-dioxopiperidin-3-yl)amino)benzyl)piperidin-4-yl)-6-methoxy-2H-indazol-5-yl)-3-(trifluoromethyl)benzamide O=C1NC(CCC1NC=1C=C(CN2CCC(CC2)N2N=C3C=C(C(=CC3=C2)NC(C2=CC(=CC=C2)C(F)(F)F)=O)OC)C=CC1)=O